NOP(C1=CC=CC=C1)(C1=CC=CC=C1)=O (aminooxy)diphenyl-phosphine oxide